FC1=C(C=C(C=C1)F)[C@@H]1CN(CCN1C(=O)N1CC2(CCCC2)[C@@](CC1)(CN1C=NC(=CC1=O)C1=C(C=CC=C1)OC)OC)C(=O)OC(C)(C)C tert-butyl (R)-3-(2,5-difluorophenyl)-4-((S)-10-methoxy-10-((4-(2-methoxyphenyl)-6-oxopyrimidin-1(6H)-yl)methyl)-7-azaspiro[4.5]decane-7-carbonyl)piperazine-1-carboxylate